C1=CC=CC=2C3=CC=CC=C3C(C12)COC(=O)N[C@H](C(=O)O)[C@@H](CC)C (2S,3R)-2-(9H-fluoren-9-ylmethoxycarbonylamino)-3-methyl-pentanoic acid